CN1C(=NC2=C1C=C(C=C2)C#N)N2CCN(CC2)C2=CC=C(C=C2)B2OC(C(O2)(C)C)(C)C 1-methyl-2-(4-(4-(4,4,5,5-tetramethyl-1,3,2-dioxaborolan-2-yl)phenyl)piperazin-1-yl)-1H-benzo[d]imidazole-6-carbonitrile